trans-(2RS,3RS)-3-(2-pyridyldisulfanyl)tetralin-2-ol N1=C(C=CC=C1)SS[C@H]1[C@@H](CC2=CC=CC=C2C1)O |r|